tert-butyl 4-[[3-methyl-4-[4-[[3-(2,2,2-trifluoro-1,1-dimethyl-ethyl)-1H-1,2,4-triazol-5-yl]methylcarbamoyl]pyrazol-1-yl]phenyl]methylene]piperidine-1-carboxylate CC=1C=C(C=CC1N1N=CC(=C1)C(NCC1=NC(=NN1)C(C(F)(F)F)(C)C)=O)C=C1CCN(CC1)C(=O)OC(C)(C)C